N[C@H](C(=O)N(C)[C@H]([C@@H](CC(=O)OC(C)(C)C)OC)[C@H](CC)C)C(C)(C)C tert-Butyl (3R,4S,5S)-4-((S)-2-amino-N,3,3-trimethylbutanamido)-3-methoxy-5-methylheptanoate